(R)-methyl 1-((2,6-bis(benzyloxy)-5-nitropyrimidin-4-yl) methyl)-1,2,3,4-tetrahydronaphthalene-1-carboxylate C(C1=CC=CC=C1)OC1=NC(=C(C(=N1)C[C@@]1(CCCC2=CC=CC=C12)C(=O)OC)[N+](=O)[O-])OCC1=CC=CC=C1